N(=[N+]=[N-])CCOCCOCCOCC(COCCO)(C)COCCOCCOCCN=[N+]=[N-] 1-azido-11-((2-(2-(2-azidoethoxy)ethoxy)ethoxy)methyl)-11-methyl-3,6,9,13-tetraoxapentadecan-15-ol